(1s,4s)-4-((2-chloro-5-(5-((1-(2-fluoroethyl)piperidin-4-yl)oxy)pyrazin-2-yl)pyridin-4-yl)amino)-1-methylcyclohexan-1-ol ClC1=NC=C(C(=C1)NC1CCC(CC1)(O)C)C1=NC=C(N=C1)OC1CCN(CC1)CCF